γ-methacryloxypropyl-triethoxysilane methyl-3-cyano-6-fluoro-2-methylbenzoate COC(C1=C(C(=CC=C1F)C#N)C)=O.C(C(=C)C)(=O)OCCC[Si](OCC)(OCC)OCC